N-((S)-2-((3',5'-Dimethyl-[3,4'-bipyridin]-6-yl)amino)-1-((1r,4S)-4-methylcyclohexyl)-2-oxoethyl)-1-ethyl-1H-pyrazole-5-carboxamide CC=1C=NC=C(C1C=1C=NC(=CC1)NC([C@H](C1CCC(CC1)C)NC(=O)C1=CC=NN1CC)=O)C